COC[C@@H]1C([C@H]2CCCN1CC2)=O (1R,5S,7R)-7-(methoxymethyl)-1-azabicyclo[3.2.2]nonan-6-one